N-cyclopentyl-2-((6-fluoro-5-(1-(2-fluorophenyl)ethyl)-1,1-dioxido-4H-benzo[e][1,2,4]thiadiazin-3-yl)amino)acetamide C1(CCCC1)NC(CNC1=NS(C2=C(N1)C(=C(C=C2)F)C(C)C2=C(C=CC=C2)F)(=O)=O)=O